6-(2-chlorophenyl)-8-methyl-2-(methylsulfanyl)-5-[2-(triisopropylsilyl)ethynyl]pyrido[2,3-d]pyrimidin-7-one ClC1=C(C=CC=C1)C1=C(C2=C(N=C(N=C2)SC)N(C1=O)C)C#C[Si](C(C)C)(C(C)C)C(C)C